C(C)OC(CC(CCNCCC(CC(OCC)OCC)[SiH3])[SiH3])OCC bis(3-diethoxyethyl-silylpropyl)amine